C(C)C(CCCCCC(=O)O)CCCCCCCCCCC(=O)O 6-ethyl-1,16-hexadecane-dicarboxylic acid